(4-oxocyclohexane-1,1-diyl)bis(methylene)bis(4-methylbenzenesulfonate) O=C1CCC(CC1)(CC1=C(C=CC(=C1)C)S(=O)(=O)[O-])CC1=C(C=CC(=C1)C)S(=O)(=O)[O-]